O1CNC=C1 dihydro-oxazole